FC1([C@@H]([C@@H](N(C1)C(=O)[C@@H]1OCCC1)CC=1C(=C(C=CC1)C1=C(C(=CC=C1)F)F)F)NS(=O)(=O)C)F N-{(2S,3R)-4,4-difluoro-1-[(2R)-oxolane-2-carbonyl]-2-[(2,2',3'-trifluoro[1,1'-biphenyl]-3-yl)methyl]pyrrolidin-3-yl}methanesulfonamide